1-(2-chloro-6-(p-tolyloxy)-7H-purin-7-yl)ethan-1-one ClC1=NC(=C2N(C=NC2=N1)C(C)=O)OC1=CC=C(C=C1)C